C(C)(=O)OCCCC=CC hex-4-enyl acetate